COCCNC(=O)N1CCN(CC1)C1=NC(=NC(=C1)NC1=CC2=C(C=N1)C=NN2C(C)C)N2CCCC2 N-(2-methoxyethyl)-4-[6-{[1-(propan-2-yl)-1H-pyrazolo[4,3-c]pyridin-6-yl]amino}-2-(pyrrolidin-1-yl)pyrimidin-4-yl]piperazine-1-carboxamide